(+)-prolinol N1[C@@H](CCC1)CO